2-(3-fluoro-6-methoxy-1,5-naphthyridin-4-yl)-1h,5h,6h,7h-pyrrolo[3,2-c]Pyridin-4-one FC=1C=NC2=CC=C(N=C2C1C1=CC=2C(NCCC2N1)=O)OC